(R)-3-(2-(((R)-2-(3-Fluorophenyl)-2-hydroxyethyl)amino)-2-methyl-propyl)pyrrolidin-2-one hydrochloride Cl.FC=1C=C(C=CC1)[C@H](CNC(C[C@@H]1C(NCC1)=O)(C)C)O